N-(4-(2-(7,8-dimethyl-[1,2,4]triazolo[1,5-a]pyridin-6-yl)-3-isopropyl-1H-indol-5-yl)cyclohexyl)-2-(dimethylamino)acetamide CC1=C(C=2N(C=C1C=1NC3=CC=C(C=C3C1C(C)C)C1CCC(CC1)NC(CN(C)C)=O)N=CN2)C